3-[4-[(6S)-1,8-diazaspiro[5.5]undecan-8-yl]-1H-pyrrolo[2,3-b]pyridin-3-yl]isothiazole N1CCCC[C@]12CN(CCC2)C2=C1C(=NC=C2)NC=C1C1=NSC=C1